N1C(=NC2=C1C=CC=C2)CN(CCC(CN)OC)C2CCCC=1C=CC=NC21 N1-(1H-Benzimidazol-2-ylmethyl)-3-methoxy-N1-(5,6,7,8-tetrahydro-quinolin-8-yl)-butane-1,4-diamine